FC1=C(C=CC(=N1)C(=O)NC)N1CCN(CC1)CC=1C(=C2NC(C=3N(C2=CC1)C=CC3)=O)F 6-fluoro-5-(4-((6-fluoro-4-oxo-4,5-dihydropyrrolo[1,2-a]quinoxalin-7-yl)methyl)piperazin-1-yl)-N-methylpyridineamide